C(C1=CC=CC=C1)O[C@H](C)C1=NC2=C(C(=C(C=C2C(=C1I)N[C@H]1[C@H]2CN([C@@H]1C2)C(=O)OC(C)(C)C)CCC#N)C2=C(C(=CC=C2)Cl)Cl)F tert-Butyl (1R,4R,5S)-5-((2-((R)-1-(benzyloxy)ethyl)-6-(2-cyanoethyl)-7-(2,3-dichlorophenyl)-8-fluoro-3-iodoquinolin-4-yl) amino)-2-azabicyclo[2.1.1]hexane-2-carboxylate